C1(=CC=CC2=CC=CC=C12)[C@@H](C)NC(=O)C1=C(C=CC=C1)CCC(=O)O 3-[2-[[(1R)-1-(1-naphthyl)ethyl]carbamoyl]phenyl]propanoic acid